2,7-dihydroxyisopropyl-9H-fluorene OC1=C(C=2CC3=CC(=CC=C3C2C=C1)O)C(C)C